O=C1NC(CCC1N1C(C2=C(C=C(C=C2C1)C(=O)N)C(F)(F)F)=O)=O 2-(2,6-dioxopiperidin-3-yl)-1-oxo-7-(trifluoromethyl)isoindoline-5-carboxamide